{1,3-bis[2,6-bis(pentan-3-yl)phenyl]-4,5-dichloro-2,3-dihydro-1H-imidazol-2-ylidene}dichloro(3-chloropyridin-1-ium-1-yl)palladium CCC(CC)C1=C(C(=CC=C1)C(CC)CC)N1C(N(C(=C1Cl)Cl)C1=C(C=CC=C1C(CC)CC)C(CC)CC)=[Pd]([N+]1=CC(=CC=C1)Cl)(Cl)Cl